1-[N,N-bis(2-ethylhexyl)aminomethyl]-5-carboxybenzotriazole C(C)C(CN(CC(CCCC)CC)CN1N=NC2=C1C=CC(=C2)C(=O)O)CCCC